O1CCC(CC1)C1=C(C=CC=C1)C1CCN(CC1)[C@H]1CC2(CNC2)CC1 (R)-6-(4-(2-(tetrahydro-2H-pyran-4-yl)phenyl)piperidin-1-yl)-2-azaspiro[3.4]octane